3-(3-isopropyl-2-(8-methyl-[1,2,4]triazolo[1,5-a]pyridin-6-yl)-1H-indol-5-yl)quinuclidine C(C)(C)C1=C(NC2=CC=C(C=C12)C1CN2CCC1CC2)C=2C=C(C=1N(C2)N=CN1)C